methyl 2,2,3,3-tetrafluoro-4-oxobutanoate FC(C(=O)OC)(C(C=O)(F)F)F